1-(5-(5-isobutyl-1,2,4-oxadiazol-3-yl)pyrimidin-2-yl)piperidin C(C(C)C)C1=NC(=NO1)C=1C=NC(=NC1)N1CCCCC1